4-(4-((1R,5S)-3,8-diazabicyclo[3.2.1]octan-3-yl)-8-fluoro-2-(((2R)-2-fluorotetrahydro-1H-pyrrolizin-7a(5H)-yl)methoxy)pyrido[4,3-d]pyrimidin-7-yl)naphthalen-2-ol [C@H]12CN(C[C@H](CC1)N2)C=2C1=C(N=C(N2)OCC23CCCN3C[C@@H](C2)F)C(=C(N=C1)C1=CC(=CC2=CC=CC=C12)O)F